C(C)(=O)C=1C=CC(=C(C1)CC(=O)N[C@H](C(=O)N[C@@H](C[C@H]1C(NCC1)=O)C(COC1=C(C(=CC(=C1F)F)F)F)=O)CC(C)C)OC (S)-2-(2-(5-acetyl-2-methoxyphenyl)-acetamido)-4-methyl-N-((S)-3-oxo-1-((S)-2-oxopyrrolidin-3-yl)-4-(2,3,5,6-tetrafluorophenoxy)butan-2-yl)pentanamide